3-[6-[5-[tert-butyl(dimethyl)silyl]oxy-3,3-difluoro-pentoxy]-1-oxo-phthalazin-2-yl]-1-(2-trimethylsilylethoxymethyl)piperidine-2,6-dione [Si](C)(C)(C(C)(C)C)OCCC(CCOC=1C=C2C=NN(C(C2=CC1)=O)C1C(N(C(CC1)=O)COCC[Si](C)(C)C)=O)(F)F